ClC1=CC=C(C=C1)S(=O)(=O)NCCOC1=C(C=C(C=C1C)C1=NC2=CC(=CC(=C2C(N1)=O)OC)OC)C 4-chloro-N-(2-(4-(5,7-dimethoxy-4-oxo-3,4-dihydroquinazolin-2-yl)-2,6-dimethylphenoxy)ethyl)benzenesulfonamide